N-methyl-1-(5-(trifluoromethyl)pyridin-2-yl)ethan-1-amine CNC(C)C1=NC=C(C=C1)C(F)(F)F